O[C@H]1[C@@H](CN(CC1)CC=1N(C(N(C1)C1=NC=C(C#N)C(=C1)C)=O)C)C=1C(=C2COC(C2=CC1)=O)C 6-(4-(((3R,4R)-4-hydroxy-3-(4-methyl-1-oxo-1,3-dihydroisobenzofuran-5-yl)piperidin-1-yl)methyl)-3-methyl-2-oxo-2,3-dihydro-1H-imidazol-1-yl)-4-methylnicotinonitrile